FC(C(F)(F)F)(C(F)(F)F)Br perfluoroisopropyl bromide